3,3,4,4,4-pentafluorobutyne FC(C#C)(C(F)(F)F)F